C1(CC1)C1NC=2C=CC=C(C2NC1=O)C#N 2-cyclopropyl-3-oxo-1,2,3,4-tetrahydroquinoxaline-5-carbonitrile